CC1=C(C(=NC(=C1)N1N=CC=N1)NC=1C=C2CC[C@@H](C2=CC1)NC(C)=O)[N+](=O)[O-] (S)-N-(5-((4-methyl-3-nitro-6-(2H-1,2,3-triazol-2-yl)pyridin-2-yl)amino)-2,3-dihydro-1H-inden-1-yl)acetamide